3-(trans-4-(2-(4-(6-Fluorobenzo[d]isoxazol-3-yl)piperidin-1-yl)ethyl)cyclohexyl)-1,1-dimethylurea FC1=CC2=C(C(=NO2)C2CCN(CC2)CC[C@@H]2CC[C@H](CC2)NC(N(C)C)=O)C=C1